C12(CC(C1)C2)NC2=NC(=NC=C2C(=O)N)NC2CCC(CC2)C(N(C)C)=O 4-(bicyclo[1.1.1]pentan-1-ylamino)-2-((1r,4r)-4-(dimethylcarbamoyl)cyclohexylamino)pyrimidine-5-carboxamide